1-[1-(3,5-difluorophenyl)-5-oxopyrrolidin-3-yl]-3-(2-methylphenyl)urea FC=1C=C(C=C(C1)F)N1CC(CC1=O)NC(=O)NC1=C(C=CC=C1)C